CC1=C(N)C=CC(=C1)OC1(CC1)C 2-methyl-4-(1-methyl-cyclopropoxy)aniline